aluminum dodecenyl succinate C(CCC(=O)[O-])(=O)OC=CCCCCCCCCCC.[Al+3].C(=CCCCCCCCCCC)OC(CCC(=O)[O-])=O.C(=CCCCCCCCCCC)OC(CCC(=O)[O-])=O